2-methoxy-3-(1-methyl-1H-pyrazol-3-yl)aniline COC1=C(N)C=CC=C1C1=NN(C=C1)C